[Ti][Sn] Titanio(TiN)